C(C)OC(COC1=NOC(=C1)[C@H](C(=O)N1[C@@H](C[C@H](C1)O)C(=O)N[C@@H](C)C1=CC=C(C=C1)C1=C(N=CS1)C)C(C)C)OCC (2S,4R)-1-[(2R)-2-[3-(2,2-diethoxyethoxy)isoxazol-5-yl]-3-methyl-butanoyl]-4-hydroxy-N-[(1S)-1-[4-(4-methylthiazol-5-yl)phenyl]ethyl]pyrrolidine-2-carboxamide